P(SCCCCCCCCCCCC)(SCCCCCCCCCCCC)SCCCCCCCCCCCC Tri-Lauryl TriThiophosphite